(2S,4r)-1-[(2S)-2-[4-[2-[2-(2-cyanoethyl)-1,3-dioxolan-2-yl]ethyl]triazol-1-yl]-3,3-dimethyl-butyryl]-4-hydroxy-N-methyl-pyrrolidine-2-carboxamide C(#N)CCC1(OCCO1)CCC=1N=NN(C1)[C@H](C(=O)N1[C@@H](C[C@H](C1)O)C(=O)NC)C(C)(C)C